1-fluoro-3,5-dibromobenzene FC1=CC(=CC(=C1)Br)Br